COC([C@@H](N(C(=O)N1C[C@@H](NCC1)C)C)C(C)C)=O N-methyl-N-((S)-3-methylpiperazine-1-carbonyl)-L-valine methyl ester